(S)-2-amino-N-(3',5-diallyl-2,4'-dihydroxy-[1,1'-biphenyl]-3-yl)-3-methylbutanamide hydrochloride Cl.N[C@H](C(=O)NC=1C(=C(C=C(C1)CC=C)C1=CC(=C(C=C1)O)CC=C)O)C(C)C